N-(4-(hydroxymethyl)-5-methoxypyridin-2-yl)methanesulfonamide OCC1=CC(=NC=C1OC)NS(=O)(=O)C